(3r,5s)-3-azido-5-hydroxypiperidine-1-carboxylic acid tert-butyl ester C(C)(C)(C)OC(=O)N1C[C@@H](C[C@@H](C1)O)N=[N+]=[N-]